(4-bromo-6-chloro-3-quinolinyl)-1,4-dioxa-8-azaspiro[4.5]decane BrC1=C(C=NC2=CC=C(C=C12)Cl)C1OC2(OC1)CCNCC2